C(C)(C)(C)OC(=O)N1C(C(CCC1=O)N1C(N(C2=C1C=CC(=C2)C=C)C)=O)=O 3-(5-vinyl-3-methyl-2-oxo-1,3-benzodiazol-1-yl)-2,6-dioxopiperidine-1-carboxylic acid tert-butyl ester